C1(CC1)COC=1C=C(C=C(C1)C(F)(F)F)NC1=NC=C(C(=N1)NC=1C=CC2=C(NC(O2)=O)C1)C 5-(2-(3-(cyclopropylmethoxy)-5-(trifluoromethyl)phenylamino)-5-methylpyrimidin-4-ylamino)benzo[d]oxazol-2(3H)-one